benzyl-1-(2-azabicyclo[2.1.1]hex-5-yl)-8-(2-cyanoethyl)-6-fluoro-7-(3-hydroxynaphthalen-1-yl)-4-(((S)-1-methylpyrrolidin-2-yl)methoxy)-1H-pyrrolo[3,2-c]quinoline-3-carboxamide C(C1=CC=CC=C1)C1=C(C=2C(=NC=3C(=C(C(=CC3C2N1C1C2CNC1C2)CCC#N)C2=CC(=CC1=CC=CC=C21)O)F)OC[C@H]2N(CCC2)C)C(=O)N